ClC=1C(=C(C(=CC1)N1N=NN=C1)/C=C/C(=O)N[C@H](C(=O)NC1=CC=C(C(=O)O)C=C1)CC1=CC=C(C=C1)NC(COCCOCCOC)=O)F (S,E)-4-(2-(3-(3-Chloro-2-fluoro-6-(1H-tetrazol-1-yl)phenyl)acrylamido)-3-(4-(2-(2-(2-Methoxyethoxy)ethoxy)acetamido)phenyl)propionamido)benzoic acid